Dimethyl 4-methoxy-3-(trifluoromethoxy)pyridine-2,6-dicarboxylate COC1=C(C(=NC(=C1)C(=O)OC)C(=O)OC)OC(F)(F)F